Cl.ClC1=NN2C=3C(CCN(C3C=NC2=C1)C1=CC=C(C=C1)[C@@H](C(F)(F)F)NC)(C)C (1S)-1-[4-(4-chloro-13,13-dimethyl-2,3,7,10-tetrazatricyclo[7.4.0.02,6]trideca-1(9),3,5,7-tetraen-10-yl)phenyl]-2,2,2-trifluoro-N-methyl-ethanamine hydrochloride